C(C)(C)(C)OC(=O)N1CC(C1)N1CCC(CC1)C1=CC2=C(C(=N1)C1=CC=C(C=C1)CNC(C1=C(C=CC(=C1)F)OC)=O)C(=NN2)N 3-(4-(3-amino-4-(4-((5-fluoro-2-methoxybenzamido)methyl)phenyl)-1H-pyrazolo[4,3-c]pyridin-6-yl)piperidin-1-yl)azetidine-1-carboxylic acid tert-butyl ester